C(C1=CC=CC=C1)=CC(=O)C=CC1=CC=CC=C1.[Pd+2] palladium(II) dibenzylideneacetone